OC1=C(C=C(C=C1)CCCCCCCCC)C(C1=CC=CC=C1)C(=NO)C(C1=CC=CC=C1)C1=C(C=CC(=C1)CCCCCCCCC)O 2-hydroxy-5-nonylphenylbenzyl ketoxime